[P].[Al].[Y] yttrium aluminum phosphorus